CC1=C(C=2N(N=C1N1CC=3C=C(C=NC3CC1)N1C3=C(OCC1)N=CC=C3)C(=NN2)C(F)(F)F)C 1-(6-(7,8-dimethyl-3-(trifluoromethyl)-[1,2,4]triazolo[4,3-b]pyridazin-6-yl)-5,6,7,8-tetrahydro-1,6-naphthyridin-3-yl)-2,3-dihydro-1H-pyrido[2,3-b][1,4]oxazine